N-[(3R,4S)-1-(3,3-dimethoxypropyl)-3-methyl-4-piperidyl]-5-isopropoxy-6-(1H-pyrazol-4-yl)-[1,2,4]triazolo[1,5-a]pyrazin-2-amine COC(CCN1C[C@H]([C@H](CC1)NC1=NN2C(C=NC(=C2OC(C)C)C=2C=NNC2)=N1)C)OC